4-ethyl-6-(1-(3-oxo-3-(4-(5-(trifluoromethyl)pyrimidin-2-yl)piperazin-1-yl)propyl)piperidin-3-yl)pyridazin-3(2H)-one C(C)C=1C(NN=C(C1)C1CN(CCC1)CCC(N1CCN(CC1)C1=NC=C(C=N1)C(F)(F)F)=O)=O